3-methyl-5-(2H-1,2,3-triazol-2-yl)benzoic acid CC=1C=C(C(=O)O)C=C(C1)N1N=CC=N1